5-{2-[4-(trifluoromethyl)phenyl]ethoxy}phenyl-2,2,2-trifluoroethyl sulfoxide FC(C1=CC=C(C=C1)CCOC=1C=CC=C(C1)C(C(F)(F)F)S(=O)C(C(F)(F)F)C1=CC=CC(=C1)OCCC1=CC=C(C=C1)C(F)(F)F)(F)F